2,2-diethyl-1,1-biphenyl C(C)C1(C(=CC=CC1)C1=CC=CC=C1)CC